C[C@@H]1C=2N(CCN1C(CC(CC1=C(C=C(C(=C1)F)F)F)=O)=O)C(=NC2)C(F)(F)F (R)-1-(8-methyl-3-(trifluoromethyl)-5,6-dihydroimidazo[1,5-a]pyrazin-7(8H)-yl)-4-(2,4,5-trifluorophenyl)butan-1,3-dione